ClC1=C(OC2(CC2)C(=O)OCC(=O)N(C)C)C=C(C(=C1)F)N1C(N(C(N(C1=O)C)=S)C)=O 2-(dimethylamino)-2-oxoethyl 1-[2-chloro-5-(3,5-dimethyl-2,6-dioxo-4-sulfanylidene-1,3,5-triazinan-1-yl)-4-fluorophenoxy]cyclopropanecarboxylate